C(C)(C)(C)C=1C=CC=2N(C3=CC=C(C=C3C2C1)C(C)(C)C)C1=C(C#N)C(=C(C(=C1N1C2=CC=C(C=C2C=2C=C(C=CC12)C(C)(C)C)C(C)(C)C)N1C2=CC=C(C=C2C=2C=C(C=CC12)C(C)(C)C)C(C)(C)C)N1C2=CC=C(C=C2C=2C=C(C=CC12)C(C)(C)C)C(C)(C)C)N1C2=CC=C(C=C2C=2C=C(C=CC12)C(C)(C)C)C(C)(C)C 2,3,4,5,6-penta(3,6-di-tert-butyl-9H-carbazole-9-yl)benzonitrile